[Sn].[Al].[Mg] magnesium aluminum tin